N-(2-((2-(dimethylamino)ethyl)(methyl)amino)-3-fluoro-5-nitrophenyl)acetamide CN(CCN(C1=C(C=C(C=C1F)[N+](=O)[O-])NC(C)=O)C)C